C(C)(C)(C)OC(=O)N1CC(C1)CN1N(C2=CC=CC=C2C1)CC(CO)O 2-((1-(tert-butoxycarbonyl)azetidin-3-yl)methyl)-1-(2,3-diHydroxypropyl)-2H-indazol